rac-cis-3-{2-[4-[(4-methanesulfonylphenoxy)methyl]-2-methylpyrrolidin-1-yl]ethyl}benzonitrile CS(=O)(=O)C1=CC=C(OC[C@@H]2C[C@@H](N(C2)CCC=2C=C(C#N)C=CC2)C)C=C1 |r|